4-[2-(difluoromethoxy)-4-methylphenyl]-N-[(3R)-1-methylpiperidin-3-yl]phthalazin-1-amine formate C(=O)O.FC(OC1=C(C=CC(=C1)C)C1=NN=C(C2=CC=CC=C12)N[C@H]1CN(CCC1)C)F